tri-tert-butyl 3,3',3''-(((2R,3R,4R,5S)-2-((((benzyloxy)carbonyl)amino)methyl)tetrahydro-2H-pyran-3,4,5-triyl)tris(oxy))tripropionate C(C1=CC=CC=C1)OC(=O)NC[C@H]1OC[C@@H]([C@H]([C@@H]1OCCC(=O)OC(C)(C)C)OCCC(=O)OC(C)(C)C)OCCC(=O)OC(C)(C)C